ethyl 4-((tert-butoxycarbonyl)amino)-1H-pyrrole-2-carboxylate C(C)(C)(C)OC(=O)NC=1C=C(NC1)C(=O)OCC